2-(phenylsulfonyl)ethyloxyamide C1(=CC=CC=C1)S(=O)(=O)CCO[NH-]